OC1=NC=2CCN(C(C2C=C1)=O)CC1=CC=C(C=C1)OC 2-hydroxy-6-[(4-methoxyphenyl)methyl]-7,8-dihydro-1,6-naphthyridin-5-one